C(C)(=O)N[C@H]1C[C@H](CC1)C(=O)NC1=NC=C(C(=C1)C=1C=C(C2=C(N(C=N2)C(C)C)C1)F)C (1S,3R)-3-acetamido-N-(4-(4-fluoro-1-isopropyl-1H-benzo[d]imidazol-6-yl)-5-methylpyridin-2-yl)cyclopentane-1-carboxamide